COC(=O)C=1C=C2N=C(C(=NC2=CC1)O)O 2,3-dihydroxyquinoxaline-6-carboxylic acid methyl ester